ClC1=C(C=CC(=C1)Cl)C[C@@H](C[C@H]([C@@H](C(C)(C)C)O)N1N=CNC1)C [(2S,4R,5R)-1-(2,4-dichlorophenyl)-5-hydroxy-2,6,6-trimethylheptan-4-yl]-2,4-dihydro-3H-1,2,4-triazole